6-Chloro-3-[[(1R)-1-[3,6-dimethyl-2-(2-methyl-1,3-benzothiazol-6-yl)-4-oxo-chromen-8-yl]ethyl]amino]pyridine-2-carboxylic acid ClC1=CC=C(C(=N1)C(=O)O)N[C@H](C)C=1C=C(C=C2C(C(=C(OC12)C1=CC2=C(N=C(S2)C)C=C1)C)=O)C